4-[[5-(5-tert-butyl-1,3,4-oxadiazol-2-yl)-4-[[(1S)-2-hydroxy-1-phenyl-ethyl]amino]pyrimidin-2-yl]amino]-2-chloro-benzamide C(C)(C)(C)C1=NN=C(O1)C=1C(=NC(=NC1)NC1=CC(=C(C(=O)N)C=C1)Cl)N[C@H](CO)C1=CC=CC=C1